CC(=O)[C@]1(CC[C@@H]2[C@@]1(CC[C@H]3[C@H]2CCC4[C@@]3(CCC(C4)O)C)C)O 5β-pregnane-3α,17α-diol-20-one